4'-methylene-2,3-dihydrospiro[indene-1,2'-piperidine]-1',5-dicarboxylic acid methyl ester COC(=O)N1C2(CC(CC1)=C)CCC1=CC(=CC=C12)C(=O)O